CC1=NC2=CC=C(C=C2C(=N1)SCC=O)OC(F)(F)F 2-((2-methyl-6-(trifluoromethoxy)quinazolin-4-yl)thio)ethan-1-one